N-(2-(dimethylamino)ethyl)-N-methylthiazole-5-carboxamide CN(CCN(C(=O)C1=CN=CS1)C)C